tert-butyl 7-(5-(1-(2-ethoxy-2-oxoethyl) azetidin-3-ylamino) pentyl)-3,4-dihydro-1,8-naphthyridine-1(2H)-carboxylate C(C)OC(CN1CC(C1)NCCCCCC1=CC=C2CCCN(C2=N1)C(=O)OC(C)(C)C)=O